N1N=NN=C1CC(=O)N1C(CCC1)C(=O)N 1-[2-(1H-1,2,3,4-tetrazol-5-yl)acetyl]pyrrolidine-2-carboxamide